FC1=C(C=CC=C1F)CN1C(C(CC1=O)C1=CC=CC=C1)CC(=O)O 2-[1-[(2,3-difluorophenyl)methyl]-5-oxo-3-phenylpyrrolidin-2-yl]acetic acid